C(C1=CC=CC=C1)OC=1C(C(=O)O)=CC=CC1.C(C1=CC=CC=C1)(=O)OCC1=C(C=CC=C1)O 2-hydroxy-benzyl benzoate (benzyl salicylate)